C(C)C1OC(C2=C(O1)C=CC=C2)=O 2-ethyl-4H-benzo[d][1,3]dioxin-4-one